1-(4-((5-(1-(2,2-difluoroethyl)-2-methyl-1H-benzo[d]imidazol-6-yl)-7H-pyrrolo[2,3-d]pyrimidin-2-yl)amino)piperidin-1-yl)ethan-1-one FC(CN1C(=NC2=C1C=C(C=C2)C2=CNC=1N=C(N=CC12)NC1CCN(CC1)C(C)=O)C)F